[6-(2-methylphenoxy)-1,2,3,4-tetrahydronaphthalen-1-yl]methylamine CC1=C(OC=2C=C3CCCC(C3=CC2)CN)C=CC=C1